CN(C)CC1=CC(=C(C=C1)N1C=NC(=C1)C1=NC(=NC=C1C(F)(F)F)NC1CCN(CC1)S(=O)(=O)C)C (1-(4-((dimethylamino)methyl)-2-methylphenyl)-1H-imidazol-4-yl)-N-(1-(methylsulfonyl)piperidin-4-yl)-5-(trifluoromethyl)pyrimidin-2-amine